FC=1C=C(C=CC1F)C1=CC(=NN1C1=NC=CC=C1F)OCC(=O)OCC Ethyl {[5-(3,4-difluorophenyl)-1-(3-fluoropyridin-2-yl)-1H-pyrazol-3-yl]oxy}acetate